N-(1-cyclopropyl-2,2-difluoroethyl)-2-methylpropane-2-sulfinamide C1(CC1)C(C(F)F)NS(=O)C(C)(C)C